ClC1=CC(=C(C=C1)C1=C(N(N=N1)C)CN1N=CC(=CC1=O)N1CC(C1)OC(C)C)F 2-[[5-(4-chloro-2-fluoro-phenyl)-3-methyl-triazol-4-yl]methyl]-5-(3-isopropoxyazetidin-1-yl)pyridazin-3-one